bis(tricyclohexylphosphine) palladium (II) chloride [Pd](Cl)Cl.C1(CCCCC1)P(C1CCCCC1)C1CCCCC1.C1(CCCCC1)P(C1CCCCC1)C1CCCCC1